C(C)[C@@]1(CC[C@@]2([C@H]3CC[C@@]4([C@H](CC[C@H]4[C@@H]3CC[C@H]2C1)[C@@H](CC[C@](C(F)(F)F)(C)O)OC)C)C)O (3S,5S,8R,9S,10S,13S,14S,17S)-3-ethyl-10,13-dimethyl-17-((1R,4S)-5,5,5-trifluoro-4-hydroxy-1-methoxy-4-methylpentyl)hexadecahydro-1H-cyclopenta[a]phenanthren-3-ol